(R)-1-(6-amino-9H-purin-9-yl)propan-2-yl (4-nitrophenyl) carbonate C(O[C@@H](CN1C2=NC=NC(=C2N=C1)N)C)(OC1=CC=C(C=C1)[N+](=O)[O-])=O